[2H][C@](N)(C[2H])C(=O)O 2,3-dideutero-L-alanine